7'-(6-(4,6-diphenyl-1,3,5-triazin-2-yl)pyridin-3-yl)spiro[cyclohexane-1,9'-fluorene] C1(=CC=CC=C1)C1=NC(=NC(=N1)C1=CC=CC=C1)C1=CC=C(C=N1)C1=CC=C2C=3C=CC=CC3C3(C2=C1)CCCCC3